2-Ethylsulfanyl-N-[(3-fluorophenyl)-methyl]-6-[(4-fluorophenyl)-methyl-(3-methoxy-propyl)-amino]-4-methyl-pyridine-3-carboxylic acid amide C(C)SC1=NC(=CC(=C1C(=O)NCC1=CC(=CC=C1)F)C)N(CCCOC)CC1=CC=C(C=C1)F